ClC1=C2C(=CNC2=C(C=C1)N1CCC(CC1)C1=CC=C(C=C1)N1CC2(C1)CCC(CC2)CN2CCC(CC2)N2C=CC1=C(C=CC=C21)N2C(NC(CC2)=O)=O)C#N 4-Chloro-7-(4-{4-[7-({4-[4-(2,4-dioxo-1,3-diazinan-1-yl)-1H-indol-1-yl]piperidin-1-yl}methyl)-2-azaspiro[3.5]nonan-2-yl]phenyl}piperidin-1-yl)-1H-indole-3-carbonitrile